(S)-4-(4-fluoro-3-(3-(methyl-(pyridazin-3-yl)amino)pyrrolidine-1-carbonyl)benzyl)phthalazin-1(2H)-one FC1=C(C=C(CC2=NNC(C3=CC=CC=C23)=O)C=C1)C(=O)N1C[C@H](CC1)N(C=1N=NC=CC1)C